O1[C@@H](CCC1)CN 1-((2S)-tetrahydrofurane-2-yl)methanamine